4-(((2-(Pyridin-2-yl)-5-(pyridin-3-yl)thieno[2,3-d]pyrimidin-4-yl)amino)methyl)-benzenesulfonamide N1=C(C=CC=C1)C=1N=C(C2=C(N1)SC=C2C=2C=NC=CC2)NCC2=CC=C(C=C2)S(=O)(=O)N